SC(C(=O)OCC(CO)(CO)CO)(S)S pentaerythritol trimercaptoacetate